Cl.BrC1=C2CC(CC2=CC=C1)N 4-Bromo-2,3-dihydro-1H-inden-2-amine hydrochloride